BrC1=C(C=NC=C1)NCC=1C=C2N=CC=NC2=CC1 4-bromo-N-(quinoxalin-6-ylmethyl)pyridin-3-amine